C(C1=CC=CC=C1)N(C1(CC(C1)OCC1=CC=CC=C1)C(=O)OCC)C(=O)OC(C)(C)C ethyl 1-(benzyl(tert-butoxycarbonyl)amino)-3-(benzyloxy)cyclobutane-1-carboxylate